O[C@H]1CC(N([C@H]1C)CC=1C=NC(=CC1)OC1=C(C=C(C=C1F)F)F)=O (4S,5S)-4-hydroxy-5-methyl-1-{[6-(2,4,6-trifluorophenoxy)pyridin-3-yl]methyl}pyrrolidin-2-one